cyanochalcone C1=CC=C(C=C1)C(=O)C=CC2=CC=CC=C2C#N